F[C@@H]1CN(CC[C@@H]1NC1=NN2C(C(=N1)OC)=C(C=C2)C=2C=C(C1=C(N(C(=N1)C)C(C)C)C2)F)C2(COC2)C#N 3-((3R,4S)-3-fluoro-4-((5-(4-fluoro-1-isopropyl-2-methyl-1H-benzo[d]imidazol-6-yl)-4-methoxypyrrolo[2,1-f][1,2,4]triazin-2-yl)amino)piperidin-1-yl)oxetane-3-carbonitrile